CC1=C(C=C(C=C1)C(=O)NC)N2C(=CC(=C(C2=O)Br)OCC3=C(C=C(C=C3)F)F)C The molecule is a member of the class of benzamides obtained by formal condensation of the carboxy group of 3-{3-bromo-4-[(2,4-difluorobenzyl)oxy]-6-methyl-2-oxopyridin-1-yl}-4-methylbenzoic acid with the amino group of methylamine. It has a role as an EC 2.7.11.24 (mitogen-activated protein kinase) inhibitor and an anti-inflammatory agent. It is a member of benzamides, an organofluorine compound, a pyridone, an organobromine compound and an aromatic ether.